2-(2-methylimidazo[1,2-a]pyridin-6-yl)-7-(piperidin-4-yl)-4H-pyrido[1,2-a]pyrimidin-4-one CC=1N=C2N(C=C(C=C2)C=2N=C3N(C(C2)=O)C=C(C=C3)C3CCNCC3)C1